2-(cis-3-((5-(1-isopropyl-1H-benzo[d][1,2,3]triazol-6-yl)-4-methoxypyrrolo[2,1-f][1,2,4]triazin-2-yl)amino)cyclobutoxy)ethan-1-ol C(C)(C)N1N=NC2=C1C=C(C=C2)C=2C=CN1N=C(N=C(C12)OC)N[C@H]1C[C@H](C1)OCCO